C(C)OC([C@H](CC1=NC2=C(N1C)C=CC(=C2)N(CCCl)CCCl)NC([C@H](C(C)C)N)=O)=O (2S)-2-[[(2S)-2-amino-3-methyl-butyryl]amino]-3-[5-[bis(2-chloroethyl)amino]-1-methyl-benzimidazol-2-yl]propanoic acid ethyl ester